C(C1=CC=CC=C1)(=O)C1=C(C=CC(=C1)Br)N[C@H]([C@@H](CC1=CNC2=CC=CC=C12)NC(OC(C)(C)C)=O)C#N |&1:16| tert-Butyl ((1RS,2R)-1-((2-benzoyl-4-bromophenyl)amino)-1-cyano-3-(1H-indol-3-yl)propan-2-yl)carbamate